6-((2,6-Dimethylpyrimidin-4-yl)amino)-N-ethoxy-4-((4-methyl-2-(N-methylmethanesulfonamido)phenyl)amino)nicotinamide Oxygen [O].CC1=NC(=CC(=N1)NC1=NC=C(C(=O)NOCC)C(=C1)NC1=C(C=C(C=C1)C)N(S(=O)(=O)C)C)C